3,5-dimethyl-4,5-dihydro-3H-[1,2,3]triazolo[4,5-c][1,7]naphthyridin-6-amine CN1N=NC2=C1CN(C1=C(N=CC=C21)N)C